FC1(CCC2=C1N=C(N=C2N2CC(CC2)O)N2[C@H](CC2)C)F 1-(7,7-difluoro-2-((S)-2-methylazetidin-1-yl)-6,7-dihydro-5H-cyclopenta[d]pyrimidin-4-yl)pyrrolidin-3-ol